5-((R)-2,2-dimethyl-1,3-dioxolan-4-yl)-2,2-dimethyltetrahydrofuran CC1(OC[C@@H](O1)C1CCC(O1)(C)C)C